6-[(6,7-dichloro-2,2-dioxo-4,9-dihydro-1H-pyrrolo[3,2-h][2,1,3]benzothiadiazin-3-yl)methyl]-1H-pyridin-2-one ClC=1C2=C(C3=C(CN(S(N3)(=O)=O)CC3=CC=CC(N3)=O)C1)NC=C2Cl